COC=1C=C(COC=2C=CC3=C(C(=C(O3)C)C(=O)N[C@@H]3CNCC3)C2)C=CC1 (S)-5-((3-methoxybenzyl)oxy)-2-methyl-N-(pyrrolidin-3-yl)benzofuran-3-carboxamide